C1=CC=CC1.C1=CC=CC1.[Mg] magnesium bis(cyclopentadiene)